C[C@H]1N(CCOC1)C=1C2=C(N=C(N1)C1=C3C=CNC3=CC(=C1)C#N)N(C=C2)S(=O)(=O)C (R)-4-(4-(3-methylmorpholinyl)-7-(methylsulfonyl)-7H-pyrrolo[2,3-d]pyrimidin-2-yl)-1H-indol-6-carbonitrile